4,4'-dihydroxy-3-hexyloxybenzophenone OC1=C(C=C(C(=O)C2=CC=C(C=C2)O)C=C1)OCCCCCC